2-{3-[(4,4-difluorocyclohexyl)-methoxy]phenyl}-4,4,5,5-tetramethyl-1,3,2-dioxaborolane FC1(CCC(CC1)COC=1C=C(C=CC1)B1OC(C(O1)(C)C)(C)C)F